tert-butyl (2S,5R)-5-(4-(6-chloro-4-oxo-3,4-dihydro-7H-pyrrolo[2,3-d]pyrimidin-7-yl)-2-methylphenyl)-2-methylmorpholine-4-carboxylate ClC1=CC2=C(N=CNC2=O)N1C1=CC(=C(C=C1)[C@@H]1CO[C@H](CN1C(=O)OC(C)(C)C)C)C